N[C@H](C(=O)OC)CC1=C2C=CC=NC2=C(C=C1)C=1C(N(C(=CC1Cl)C)C)=O methyl (S)-2-amino-3-(8-(4-chloro-1,6-dimethyl-2-oxo-1,2-dihydro pyridin-3-yl)quinolin-5-yl)propanoate